O(C1=CC=CC=C1)P(=O)(OC1CS(CC1F)(=O)=O)OC1=CC=CC=C1 3-diphenoxyphosphinyloxy-4-fluorotetrahydrothiophene-1,1-dioxide